C1C=2C3=C(C=CCN3C=C1)C=C1C=C3C=C4CC=CN5CC=CC(=C45)C3=[O+]C12 1H,5H,11H,15H-xantheno(2,3,4-ij:5,6,7-i'j')diquinolizin-18-ium